ClC1=CC2=C(C3=C(O2)C=C(C=C3N3C2=CC=CC=C2C=2C=CC=CC32)N3C2=CC=CC=C2C=2C=CC=CC32)C=C1 9,9'-(7-chlorodibenzo[b,d]furan-1,3-diyl)bis(9H-carbazole)